COC1=CC=C(C=C1)CN1N=CC(=C(C1=O)C(F)(F)F)N[C@H](COCCC(=O)OC)C methyl 3-[(2S)-2-({1-[(4-methoxyphenyl)methyl]-6-oxo-5-(trifluoromethyl)-1,6-dihydropyridazin-4-yl}amino)propoxy]propionate